Cl.F[C@H]1[C@H](C1)N (1S,2R)-2-fluorocyclopropan-1-amine hydrogen chloride